N-((S)-1-(2-((S)-2-Cyanopyrrolidin-1-yl)-2-oxoethyl)pyrrolidin-3-yl)benzo[b]thiophen-2-carboxamid C(#N)[C@H]1N(CCC1)C(CN1C[C@H](CC1)NC(=O)C1=CC2=C(S1)C=CC=C2)=O